3-amino-2-chloro-6-fluorobenzene NC=1C(=CC(=CC1)F)Cl